(2-(hydroxymethyl)-1-methyl-1H-indol-5-yl)(morpholino)methanone ethyl(2,2,2-trifluoroethyl)(2,2,2-trifluoroethyl)phosphonate C(C)C(C(F)(F)F)(P(O)(O)=O)CC(F)(F)F.OCC=1N(C2=CC=C(C=C2C1)C(=O)N1CCOCC1)C